tert-Butyl 9-bromo-4,7-dimethyl-5-oxo-4,5-dihydroimidazo[1,5-a]quinazoline-3-carboxylate BrC=1C=C(C=C2C(N(C=3N(C12)C=NC3C(=O)OC(C)(C)C)C)=O)C